ClC=1C=C(C=CC1Cl)N1CC2=C(C=C1)C1CCC(C2C)N1 N-(3,4-dichlorophenyl)-9-methyl-6,7,8,9-tetrahydro-5H-5,8-epiminocyclohepta[c]pyridine